C(C1=CC=CC=C1)[C@H]([C@H]([C@@H](C(C([C@H](CC=O)NC(=O)C1=NC=CC(=C1OC(C)=O)OC)=O)=O)C)OC(C(C)C)=O)C=O 2-methylpropanoic acid [(3S,6S,7R,8R)-8-benzyl-3-[(3-acetoxy-4-methoxypyridine-2-carbonyl) amino]-6-methyl-4,9-dioxo-1,5-dioxononan-7-yl] ester